(2S,4R)-1-((R)-2-(3-(azetidin-3-yl)isoxazol-5-yl)-3-methylbutanoyl)-4-hydroxy-N-((S)-1-(4-(4-methylthiazol-5-yl)phenyl)ethyl)pyrrolidine-2-carboxamide N1CC(C1)C1=NOC(=C1)[C@H](C(=O)N1[C@@H](C[C@H](C1)O)C(=O)N[C@@H](C)C1=CC=C(C=C1)C1=C(N=CS1)C)C(C)C